N-[(6-hydroxypyridin-2-yl)methyl]-2-methyl-5-[(4-methyl-1,3-thiazol-5-yl)methoxy]-2H-indazole-3-carboxamide OC1=CC=CC(=N1)CNC(=O)C=1N(N=C2C=CC(=CC12)OCC1=C(N=CS1)C)C